(S)-1-((4-(6-carbamimidoyl-1-methyl-1H-benzo[d]imidazol-2-yl)benzoyl)-L-prolyl)-N-(4-(6-carbamimidoyl-1-methyl-1H-benzo[d]imidazol-2-yl)phenyl)pyrrolidine-2-carboxamide C(N)(=N)C=1C=CC2=C(N(C(=N2)C2=CC=C(C(=O)N3[C@@H](CCC3)C(=O)N3[C@@H](CCC3)C(=O)NC3=CC=C(C=C3)C3=NC4=C(N3C)C=C(C=C4)C(N)=N)C=C2)C)C1